[N+](=O)([O-])C=1C=C(C(=CC1)NC1=CC=CC=C1)N 4-Nitro-N1-phenyl-benzene-1,2-diamine